NCC1CC(C1)COC1=CC=C(C=C1)NC(=O)NCC=1C=C2CN(C(C2=CC1)=O)C1C(NC(CC1)=O)=O 1-(4-(((1r,3r)-3-(aminomethyl)cyclobutyl)methoxy)phenyl)-3-((2-(2,6-dioxopiperidin-3-yl)-1-oxoisoindolin-5-yl)methyl)urea